N-(((2R,3S,4R,5S)-5-(4-aminopyrrolo[2,1-f][1,2,4]triazin-7-yl)-3,4-dihydroxytetrahydrofuran-2-yl)methyl)-3-cyano-4-methoxybenzenesulfonamide NC1=NC=NN2C1=CC=C2[C@H]2[C@@H]([C@@H]([C@H](O2)CNS(=O)(=O)C2=CC(=C(C=C2)OC)C#N)O)O